(3-(2-aminoquinazolin-6-yl)-4-methylphenyl)-4-chloro-3-(trifluoromethyl)benzamide NC1=NC2=CC=C(C=C2C=N1)C=1C=C(C=CC1C)C1=C(C(=O)N)C=CC(=C1C(F)(F)F)Cl